4-(6-(1,3-dioxolan-2-yl)pyridin-2-yl)morpholine O1C(OCC1)C1=CC=CC(=N1)N1CCOCC1